C(C)N(CCC(=O)N1CCN(CC1)C1=CC=C2C(NC=3N(C2=C1)N=NC3S(=O)(=O)C3=C(C=C(C=C3)C)C)=O)CC 8-{4-[3-(diethylamino)propanoyl]piperazin-1-yl}-3-(2,4-dimethylbenzenesulfonyl)-4H,5H-[1,2,3]triazolo[1,5-a]quinazolin-5-one